4-{4-[({[4-chloro-3-(trifluoromethyl)phenyl]amino}carbonyl)amino]-3-fluorophenoxy}-N-methylpyridine-2-carboxamide ClC1=C(C=C(C=C1)NC(=O)NC1=C(C=C(OC2=CC(=NC=C2)C(=O)NC)C=C1)F)C(F)(F)F